COC1=CC=C(C=C1)C(O)(C1=CC=CC=C1)C(O)(C1=CC=CC=C1)C1=CC=CC=C1 4-methoxybenzopinacol